O[C@H](COC=1C=C(C=CC1)S(=O)(=O)NC)CNC1COC2(C1)CCN(CC2)S(=O)(=O)C2=C(C=C(C=C2)OC)C 3-((2S)-2-hydroxy-3-(8-(4-methoxy-2-methylphenylsulfonyl)-1-oxa-8-azaspiro[4.5]decan-3-ylamino)propoxy)-N-methylbenzenesulfonamide